C(C)S(=O)(=O)C1=C(C=CC=C1)C1=NC2=C(C(N(C(=C2)C(F)(F)F)OC)=O)N1C 2-(2-ethylsulfonyl-phenyl)-5-methoxy-3-methyl-6-(trifluoro-methyl)imidazo[4,5-c]pyridin-4-one